4-(9-(4-trifluoromethylphenyl)-9H-carbazole-3-yl)benzaldehyde FC(C1=CC=C(C=C1)N1C2=CC=CC=C2C=2C=C(C=CC12)C1=CC=C(C=O)C=C1)(F)F